ClC=1C(=C(C=CC1)N1C(C(C2=CC=C(C=C12)N1CCN(CC1)C(=O)OC(C)(C)C)(C)C)=O)C#N tert-butyl 4-(1-(3-chloro-2-cyanophenyl)-3,3-dimethyl-2-oxoindolin-6-yl)piperazine-1-carboxylate